(E)-2-(((3-ethyl-2-hydroxyphenyl)imino)methyl)-4-iodophenol C(C)C=1C(=C(C=CC1)\N=C\C1=C(C=CC(=C1)I)O)O